OCC1(N(CCC1)C)CO [2-(Hydroxymethyl)-1-methylpyrrolidin-2-yl]methanol